COCCN1C[C@@H](CCC1)NC1=CC(=C(N=N1)C1=C(C=C(C=C1)C(F)(F)F)NS(=O)(=O)C)C (R)-N-(2-(6-((1-(2-Methoxyethyl)piperidin-3-yl)amino)-4-methylpyridazin-3-yl)-5-(trifluoromethyl)phenyl)methanesulfonamide